2,5-di-O-acetyl-3-deoxy-β-D-ribofuranosyl-adenine C(C)(=O)O[C@H]1[C@@H](O[C@@H](C1)COC(C)=O)C1=NC(=C2NC=NC2=N1)N